C1(CCCC1)C(=O)OC1=CC(=C(C=C1)C(\C=C\C1=CC=C(C=C1)OCCN1CCOCC1)=O)O [3-Hydroxy-4-[(E)-3-[4-(2-morpholin-4-ylethoxy)phenyl]prop-2-enoyl]phenyl] cyclopentanecarboxylate